4-azido-1H-indole N(=[N+]=[N-])C1=C2C=CNC2=CC=C1